tert-Butyl (2-(5-bromopyridin-2-yl)-2-hydroxyethyl)carbamate BrC=1C=CC(=NC1)C(CNC(OC(C)(C)C)=O)O